7-(benzyloxy)-4-(4-fluoro-3-methylphenyl)-3-(prop-1-en-2-yl)quinoline 1-oxide C(C1=CC=CC=C1)OC1=CC=C2C(=C(C=[N+](C2=C1)[O-])C(=C)C)C1=CC(=C(C=C1)F)C